FC(C(=O)[O-])(F)F.C1(=CCCC1)C1=C(C=CC=C1)C(C(=O)O[C@H]1C[N+](CC1)(C)C)O (R)-3-(2-(2-(cyclopent-1-en-1-yl)phenyl)-2-hydroxyacetoxy)-1,1-dimethylpyrrolidin-1-ium trifluoroacetate